C(C)(C)(C)NC(=O)C1=CN(C=C1)C\C(\CNC(OC(C)(C)C)=O)=C\F Tert-butyl (E)-(2-((3-(tert-butylcarbamoyl)-1H-pyrrol-1-yl)methyl)-3-fluoroallyl)carbamate